FC=1C=C2C(C(NC2=CC1)=O)=CC1=C(C(=C(N1)C)C(=O)NC1=CC=C(C=C1)OC)C 5-((5-fluoro-2-oxoindolin-3-ylidene)methyl)-N-(4-methoxyphenyl)-2,4-dimethyl-1H-pyrrole-3-carboxamide